FC1=C(C=CC=2N=COC21)C=2C=C1C(=NC2)N(N=C1NC(C(C)(C)C)=O)CCC(C)(C)O N-(5-(7-fluorobenzo[d]oxazol-6-yl)-1-(3-hydroxy-3-methylbutyl)-1H-pyrazolo[3,4-b]pyridin-3-yl)pivalamide